3-(9H-fluoren-9-ylmethoxycarbonylamino)-2,2-dimethyl-propanoic acid C1=CC=CC=2C3=CC=CC=C3C(C12)COC(=O)NCC(C(=O)O)(C)C